1-(3-sulfopropyl)-2-isobutylquinoline S(=O)(=O)(O)CCCN1C(C=CC2=CC=CC=C12)CC(C)C